N[C@H]1CN(CCC1)C(=O)C=1SC(=C(N1)C1=CC=C(C#N)C=C1)C1=CC=C(C=C1)C 4-{2-[(3R)-3-aminopiperidine-1-carbonyl]-5-(4-methylphenyl)-1,3-thiazol-4-yl}benzonitrile